ClC1=CC=C(OC2=CC(=C(N)C=C2C2=CN(C3=C(N=CC=C32)OC)C)C)C=C1 4-(4-chlorophenoxy)-5-(7-methoxy-1-methyl-1H-pyrrolo[2,3-c]pyridin-3-yl)-2-methylaniline